cyclohexenyl-amyl-phosphinic acid C1(=CCCCC1)P(O)(=O)CCCCC